C(#N)CCC[Si](F)(C)C cyanopropyl-dimethyl-fluorosilane